(4R,5R)-4-(3-((3-fluoro-2-pyridinyl)ethynyl)phenyl)-5-(3-methoxyphenyl)-1,3-oxazolidin-2-one FC=1C(=NC=CC1)C#CC=1C=C(C=CC1)[C@H]1NC(O[C@@H]1C1=CC(=CC=C1)OC)=O